C(C)OC1CCC(CC1)NC=1N=CC2=C(N1)C(=CN=C2)C2=CC(=C(C=C2)F)O 2-(((1R,4R)-4-ethoxycyclohexyl)amino)-8-(4-fluoro-3-hydroxyphenyl)pyrido[4,3-d]pyrimidine